2-(2-(1,2-oxazol-5-yl)-1H-benzimidazol-5-yl)-5-(piperidin-1-yl)isoindolin-1-one O1N=CC=C1C1=NC2=C(N1)C=CC(=C2)N2C(C1=CC=C(C=C1C2)N2CCCCC2)=O